N-(4-(2-fluorophenyl)-2-(4-methylmorpholin-3-yl)pyridin-3-yl)-2-isopropylpyrimidine-5-carboxamide FC1=C(C=CC=C1)C1=C(C(=NC=C1)C1N(CCOC1)C)NC(=O)C=1C=NC(=NC1)C(C)C